5-(1-(3,5-dichloropyridin-4-yl)ethoxy)-1-(tetrahydro-2H-pyran-2-yl)-1H-indazole-3-carbonitrile ClC=1C=NC=C(C1C(C)OC=1C=C2C(=NN(C2=CC1)C1OCCCC1)C#N)Cl